ClC1=CC=C(C=C1)C1=C(C=C(C=C1)CN1CCNCC1)CN1CCN(CC1)C1=CC=C(C(=O)NS(=O)(=O)C2=CC(=C(C=C2)N[C@@H](CSC2=CC=CC=C2)CCN(C)C)[N+](=O)[O-])C=C1 (R)-4-(4-((4'-chloro-4-(piperazin-1-ylmethyl)-[1,1'-biphenyl]-2-yl)methyl)piperazin-1-yl)-N-((4-((4-(dimethylamino)-1-(phenylthio)butan-2-yl)amino)-3-nitrophenyl)sulfonyl)benzamide